2-amino-5-bromo-N-[(2S)-1-hydroxypropan-2-yl]pyridine-3-carboxamide NC1=NC=C(C=C1C(=O)N[C@H](CO)C)Br